5-{4-[(1R)-1-(3-chlorophenyl)-1-hydroxyethyl]-2-furoyl}pyrimidin ClC=1C=C(C=CC1)[C@@](C)(O)C=1C=C(OC1)C(=O)C=1C=NC=NC1